CC1(OB(OC1(C)C)C1=CC=C(C=C1)N1CCN(CC1)C1=CC=C(N)C=C1)C 4-(4-(4-(4,4,5,5-tetramethyl-1,3,2-dioxaborolan-2-yl)phenyl)piperazin-1-yl)aniline